2-Chloro-4-(((5-phenyl-2-(pyridin-2-yl)thieno[2,3-d]pyrimidin-4-yl)amino)methyl)-benzenesulfonamide ClC1=C(C=CC(=C1)CNC=1C2=C(N=C(N1)C1=NC=CC=C1)SC=C2C2=CC=CC=C2)S(=O)(=O)N